6-[[2-[4-(diethylamino)-2-hydroxy-benzoyl]benzoyl]amino]hexyl 2-cyano-3,3-diphenyl-prop-2-enoate C(#N)C(C(=O)OCCCCCCNC(C1=C(C=CC=C1)C(C1=C(C=C(C=C1)N(CC)CC)O)=O)=O)=C(C1=CC=CC=C1)C1=CC=CC=C1